C(C)OC(=O)C1=NS(C2=C1C=CC=C2)(=O)=O benzo[D]isothiazole-3-carboxylic acid ethyl ester 1,1-dioxide